3-(3-methyl-4-(1-(octahydrocyclopenta[c]pyrrol-5-yl)-1H-pyrazol-4-yl)-1H-indazol-1-yl)piperidine CC1=NN(C2=CC=CC(=C12)C=1C=NN(C1)C1CC2C(CNC2)C1)C1CNCCC1